CC1OC12C1C3CC(=CCC3C(C2)C1)C 3,5'-dimethylspiro[oxirane-2,9'-tricyclo[6.2.1.0~2,7~]undec[4]ene]